5-(((2,4-dimethoxybenzyl)amino)methyl)-2-(5-methyl-2-(methylthio)pyrimidin-4-yl)thiazole-4-carboxylic acid COC1=C(CNCC2=C(N=C(S2)C2=NC(=NC=C2C)SC)C(=O)O)C=CC(=C1)OC